dioxol-5-ylmethylene-thiazolidine-2,4-dione O1COC=C1C=C1C(NC(S1)=O)=O